N-((1s,3s)-3-((4-methoxy-5-(pyrazolo[1,5-a]pyridin-5-yl)-7H-pyrrolo[2,3-d]pyrimidin-2-yl)amino)-1-methylcyclobutyl)propionamide COC=1C2=C(N=C(N1)NC1CC(C1)(C)NC(CC)=O)NC=C2C2=CC=1N(C=C2)N=CC1